((1R,2R)-2-Aminocyclopentyl)acrylamide N[C@H]1[C@H](CCC1)C(C(=O)N)=C